FC1([C@@H](O[C@@H]([C@H]1O)CO)N1C(NC(C=C1)=O)=O)F 1-((2R,4R,5R)-3,3-difluoro-4-hydroxy-5-(hydroxymethyl)tetrahydrofuran-2-yl)pyrimidine-2,4(1H,3H)-dione